C(C)N1C=C(C(C(=C1CO)C1=CC=C(C=C1)F)=O)C(=O)O 1-ethyl-5-(4-fluorophenyl)-6-(hydroxymethyl)-4-oxo-1,4-dihydropyridine-3-carboxylic acid